COC1=CC=2N(C=C1C(=O)NC1=NC(=CC=C1)OC)C=CN2 7-methoxy-N-(6-methoxypyridin-2-yl)imidazo[1,2-a]pyridine-6-carboxamide